(E)-6-(4-ethoxy-2-methoxyphenyl)-N'-(3-fluoro-5-methoxybenzylidene)pyrazine-2-carbohydrazide C(C)OC1=CC(=C(C=C1)C1=CN=CC(=N1)C(=O)N/N=C/C1=CC(=CC(=C1)OC)F)OC